NC=1C(=CC(=NC1)C#N)OC=1C=C2C=CN(C2=CC1)S(=O)(=O)C1=CC=C(C)C=C1 5-amino-4-((1-tosyl-1H-indol-5-yl)oxy)picolinonitrile